N-[(3S,4S)-1-methyl-3-methyl-4-piperidyl]-6-[3-(4-mesyl-2,3-dihydro-1-benzofuran-7-ylamino)-1-propynyl]-1-(2,2,2-trifluoroethyl)-1H-1,3-benzimidazole-4-carboxamide CN1C[C@@H]([C@H](CC1)NC(=O)C1=CC(=CC=2N(C=NC21)CC(F)(F)F)C#CCNC2=CC=C(C=1CCOC12)S(=O)(=O)C)C